ClC=1C(=C(C=CC1)NC1=C(NC2=C1C(NCC2)=O)C2=C(C=NC=C2)OC[C@H]2NCCOC2)OC 3-[(3-chloro-2-methoxyphenyl)amino]-2-{3-[(3S)-morpholin-3-ylmethoxy]pyridin-4-yl}-1H,5H,6H,7H-pyrrolo[3,2-c]pyridin-4-one